C(C)N1C(=C(C2=CC=CC=C12)C1=CC=CC=C1)B(O)O 1-ETHYL-3-PHENYL-1H-INDOL-2-YLBORONIC ACID